sulphonylpiperazine S(=O)(=O)=C1NCCNC1